(1R,2S)-2-[1-(tert-butoxycarbonyl)-3-iodoindazol-6-yl]-5'-methoxy-2'-oxospiro[cyclopropane-1,3'-indole]-1'-carboxylic acid tert-butyl ester C(C)(C)(C)OC(=O)N1C([C@@]2(C3=CC(=CC=C13)OC)[C@@H](C2)C2=CC=C1C(=NN(C1=C2)C(=O)OC(C)(C)C)I)=O